C(C)(C)C1=C(C=CC=C1)C1(CNC1)C(=O)NC=1C(=NC(=CC1)C)OC 3-(2-isopropylphenyl)-N-(2-methoxy-6-methylpyridin-3-yl)azetidine-3-carboxamide